6-(2,3-dichlorophenyl)-N4-METHYLPYRIMIDINE-2,4-diamine ClC1=C(C=CC=C1Cl)C1=CC(=NC(=N1)N)NC